COC=1C=C(C=O)C=CC1O[C@@H]1O[C@@H]([C@H]([C@@H]([C@H]1O)O)O)CO 3-methoxy-4-[(2S,3R,4S,5S,6R)-3,4,5-trihydroxy-6-(hydroxymethyl)tetrahydro-2H-pyran-2-yl]oxybenzaldehyde